(R)-6-(5-Chloropyridin-2-yl)-N-(1-(2-(trifluoromethyl)pyrimidin-5-yl)ethyl)pyrido[2,3-d]pyrimidin-4-amine ClC=1C=CC(=NC1)C1=CC2=C(N=CN=C2N[C@H](C)C=2C=NC(=NC2)C(F)(F)F)N=C1